FC(C(=O)N(CCC[Si](CCCN(C(C(F)(F)F)=O)C(C(F)(F)F)=O)(C)C)C(C(F)(F)F)=O)(F)F N-[3-({3-[bis-(2,2,2-trifluoro-acetyl)-amino]-propyl}-dimethyl-silanyl)-propyl]-2,2,2-trifluoro-N-(2,2,2-trifluoro-acetyl)-acetamide